3-hydroxy-3',4'-(methylenedioxy)-flavone OC1=C(OC2=CC=CC=C2C1=O)C1=CC2=C(C=C1)OCO2